[14NH2][12C@@H]([12CH2][12CH2][12CH2][12CH2][14NH2])[12C](=O)O [12C6,14N2]lysine